1-(2,4-difluorophenyl)ethan FC1=C(C=CC(=C1)F)CC